C1(=CC=C(C=C1)C=1N=NNC1C(=O)O)C1=CC=C(C=C1)C=1N=NNC1C(=O)O 4,4'-([1,1'-Biphenyl]-4,4'-diyl)bis(1H-1,2,3-triazole-5-carboxylic acid)